NCC=1C=C(C=CC1)CC(=O)O 3-aminomethylphenylacetic acid